FC1(CN(CC1)C1=CC=CC(=N1)[C@@H](C)NC(CC)=O)F N-[(1R)-1-[6-(3,3-difluoropyrrolidin-1-yl)pyridin-2-yl]ethyl]propionamide